2-nitroacetaldehyde [N+](=O)([O-])CC=O